CC1=C(C2=C(C(N(C=C2C#CC(C(F)(F)F)(C2=CC(=CC=C2)C=2C=NNC2)O)C)=O)N1)C(=O)OCC ethyl 2,6-dimethyl-7-oxo-4-[4,4,4-trifluoro-3-hydroxy-3-[3-(1H-pyrazol-4-yl)phenyl]but-1-ynyl]-1H-pyrrolo[2,3-c]pyridine-3-carboxylate